2'-(5-tert-butyl-1H-1,3-benzodiazol-2-yl)-4-{[(1R)-1-phenylbutyl]carbamoyl}-5'-(trifluoromethyl)-[1,1'-biphenyl]-2-carboxylic acid C(C)(C)(C)C1=CC2=C(NC(=N2)C2=C(C=C(C=C2)C(F)(F)F)C=2C(=CC(=CC2)C(N[C@H](CCC)C2=CC=CC=C2)=O)C(=O)O)C=C1